tert-butyl [(2S)-4-{[(2S)-6-chloro-4-oxo-3,4-dihydro-2H-1-benzopyran-2-carbonyl]amino}-2-hydroxybicyclo[2.2.2]octan-1-yl]carbamate ClC=1C=CC2=C(C(C[C@H](O2)C(=O)NC23C[C@@H](C(CC2)(CC3)NC(OC(C)(C)C)=O)O)=O)C1